C1=NCCC2=CC(=CC=C12)C(=O)[O-] isoquinoline-6(4H)-carboxylate